triglycerin tripalmitate C(CCCCCCCCCCCCCCC)(=O)O.C(CCCCCCCCCCCCCCC)(=O)O.C(CCCCCCCCCCCCCCC)(=O)O.OCC(O)CO.OCC(O)CO.OCC(O)CO